ClC1=NC2=CC=CC=C2N=C1OC(C=1C=NC=CC1)C1(CC1)C 2-chloro-3-((1-methylcyclopropyl)(pyridin-3-yl)methoxy)quinoxaline